C(C)O[Si](O[SiH](C)C)(C)C 1-ethoxy-1,1,3,3-tetramethyldisiloxane